ClC1=NC=NC2=CC(=C(C=C12)OC1CCN(CC1)C(C=C)=O)OC 1-(4-((4-Chloro-7-methoxyquinazolin-6-yl)oxy)piperidin-1-yl)prop-2-en-1-one